O1CC(C1)C1=CC(=NO1)C(=O)NC1C[C@H]2CC[C@@H](C1)N2S(=O)(=O)CC2[C@H]1CN(C[C@@H]21)CCCC(F)(F)F 5-(Oxetan-3-yl)-N-((1R,3R,5S)-8-((((1R,5S,6r)-3-(4,4,4-trifluorobutyl)-3-azabicyclo[3.1.0]hexan-6-yl)methyl)sulfonyl)-8-azabicyclo[3.2.1]octan-3-yl)isoxazole-3-carboxamide